2-fluoro-N-(6-(6-fluoro-7-isopropyl-5-(methylthio)-1H-indazol-4-yl)imidazo[1,2-a]pyrazin-2-yl)cyclopropane-1-carboxamide FC1C(C1)C(=O)NC=1N=C2N(C=C(N=C2)C2=C3C=NNC3=C(C(=C2SC)F)C(C)C)C1